CN1C=CC=2C1=NC(=CC2C)OC2CCC1(CN(C1)C(=O)C1CC(C1)(C)O)CC2 (7-((1,4-Dimethyl-1H-pyrrolo[2,3-b]pyridin-6-yl)oxy)-2-azaspiro[3.5]nonan-2-yl)((1s,3s)-3-hydroxy-3-methylcyclobutyl)methanon